C(C1=CC=CC=C1)N1N=C(N=C1)C(=O)NC1C(N(C=2N(CC1)N=C(C2)CN2CC(C2)F)C)=O 1-benzyl-N-[2-[(3-fluoroazetidin-1-yl)methyl]-4-methyl-5-oxo-7,8-dihydro-6H-pyrazolo[1,5-a][1,3]diazepin-6-yl]-1,2,4-triazole-3-carboxamide